C(C)(C)(C)OC(=O)NCC=1C=NN(C1)[C@H]1CN(CC1)C(=O)OCC1=CC=CC=C1 benzyl (3R)-3-(4-(((tert-butoxycarbonyl)amino)methyl)pyrazol-1-yl)pyrrolidine-1-carboxylate